(3ar,5s,6as)-2-(6-amino-5-(2-chloro-3-methylphenyl)pyrazin-2-yl)-5-methyl-octahydrocyclopenta[c]pyrrol-5-amine NC1=C(N=CC(=N1)N1C[C@@H]2[C@H](C1)CC(C2)(N)C)C2=C(C(=CC=C2)C)Cl